N-((1S,4r)-4-(5-(6-(3-cyanopyrrolo[1,2-b]pyridazin-7-yl)-4-(((S)-tetrahydrofuran-3-yl)amino)pyridin-3-yl)-1,3,4-thiadiazol-2-yl)cyclohexyl)acetamide C(#N)C1=CC=2N(N=C1)C(=CC2)C2=CC(=C(C=N2)C2=NN=C(S2)C2CCC(CC2)NC(C)=O)N[C@@H]2COCC2